2-(ethoxy-1,1-d)pyridine C(C)(OC1=NC=CC=C1)([2H])[2H]